(E)-3,3-dimethyl-1-butanol CC(CCO)(C)C